BrC1=C(SC(=C1C)C1=NC2(CC2)C(O1)=O)C#N 3-bromo-4-methyl-5-(7-oxo-6-oxa-4-azaspiro[2.4]hept-4-en-5-yl)thiophene-2-carbonitrile